FC1=C(CN2C(C3=NC=CC=C3C2=O)([2H])[2H])C(=CC(=C1)C=1C2=CN(N=C2C=CC1)C)OC 6-(2-fluoro-6-methoxy-4-(2-methyl-2H-indazol-4-yl)benzyl)-6,7-dihydro-5H-pyrrolo[3,4-b]pyridin-5-one-7,7-d2